N,N-Dihydroxy(diisopropyl)aniline ON(C1=C(C(=CC=C1)C(C)C)C(C)C)O